(2-((3-fluorophenyl)sulfonyl)propan-2-yl)-4-hydroxypiperidine-1-carboxylic acid tert-butyl ester C(C)(C)(C)OC(=O)N1C(CC(CC1)O)C(C)(C)S(=O)(=O)C1=CC(=CC=C1)F